2-(cyanomethyl)-4-hydroxypiperidine-1-carboxylic acid tert-butyl ester C(C)(C)(C)OC(=O)N1C(CC(CC1)O)CC#N